5-(3,6-dihydro-2H-pyran-4-yl)benzo[b]thiophen O1CCC(=CC1)C1=CC2=C(SC=C2)C=C1